Diethyl (((4S,7S)-15-benzyl-9-(dimethylcarbamoyl)-4-isobutyl-2,5-dioxo-1-oxa-3,6-diazacyclopentadecan-7-yl)(hydroxy) methyl)phosphonate C(C1=CC=CC=C1)C1CCCCCC(C[C@H](NC([C@@H](NC(O1)=O)CC(C)C)=O)C(O)P(OCC)(OCC)=O)C(N(C)C)=O